C(C)(C)(C)OC(=O)NC1C2CN(CC12)C=1N=CC(=NC1)C(=O)OC methyl 5-[6-(tert-butoxycarbonylamino)-3-azabicyclo[3.1.0]hexan-3-yl]pyrazine-2-carboxylate